2,2-dimethyl-3-prop-1-enylcyclopropanecarboxylic acid 2,3,5,6-tetrafluoro-4-methylbenzyl ester FC1=C(COC(=O)C2C(C2C=CC)(C)C)C(=C(C(=C1F)C)F)F